(4,5-dimethylthiazol-2(3H)-ylidene)-2,2,3,3-tetra-methylcyclopropane-1-carboxamide CC=1NC(SC1C)=NC(=O)C1C(C1(C)C)(C)C